1,2-divinyl-divinylbenzene C(=C)C1=C(C(=C(C=C1)C=C)C=C)C=C